4-(4-methoxy-2-methylthieno[3,2-e]benzofuran-7-yl)-2-methyl-4-oxobutanoic acid methyl ester COC(C(CC(=O)C1=CC2=C(C=C(C3=C2C=C(O3)C)OC)S1)C)=O